CC(C(C(=O)[O-])=O)C.[Ca+2].CC(C(C(=O)[O-])=O)C calcium methyl-oxo-butyrate